FC1=CC=C2CCCNC2=C1F 7,8-difluoro-1,2,3,4-tetrahydroquinoline